ethyl 5-cyano-6-methyl-2-oxo-1-phenyl-1,2-dihydropyridine-3-carboxylate C(#N)C=1C=C(C(N(C1C)C1=CC=CC=C1)=O)C(=O)OCC